FC=1C(=C(C=CC1F)[C@H]1[C@@H](O[C@H]([C@H]1C)C)C(=O)NC1=CC(=NC=C1)C(CO)O)OC |o1:8,9,11,12| rel-(2R,3S,4S,5S)-3-(3,4-difluoro-2-methoxyphenyl)-N-(2-(1,2-dihydroxyethyl)pyridin-4-yl)-4,5-dimethyltetrahydrofuran-2-carboxamide